NC(C(=O)NC1=C(C(=C(C=C1)I)Cl)C(C1=C(C=CC(=C1)OC)F)=O)C 2-amino-N-[3-chloro-2-(2-fluoro-5-methoxy-benzoyl)-4-iodo-phenyl]propanamide